N-(1-(((1H-indol-3-yl)methyl)amino)-5-amino-1-oxopentan-2-yl)-[1,1'-biphenyl]-3-carboxamide N1C=C(C2=CC=CC=C12)CNC(C(CCCN)NC(=O)C=1C=C(C=CC1)C1=CC=CC=C1)=O